FC1=C(C(=O)N2CCOC3(CN(C3)C(=O)OC(C)(C)C)C2)C(=CC=C1)N1N=CC=N1 tert-butyl 8-(2-fluoro-6-(2H-1,2,3-triazol-2-yl)benzoyl)-5-oxa-2,8-diazaspiro[3.5]nonane-2-carboxylate